(R)-3-amino-4-cyclopropyl-6-(3-fluoro-5-(5-(3-hydroxy-1-methyl-2-oxopyrrolidin-3-yl)isoxazol-3-yl)phenyl)pyridine NC=1C=NC(=CC1C1CC1)C1=CC(=CC(=C1)C1=NOC(=C1)[C@]1(C(N(CC1)C)=O)O)F